N,N,N-trimethylbenzyl-ammonium bromide [Br-].C[N+](C)(C)CC1=CC=CC=C1